(R)-(3-aminopyrrolidin-1-yl)(3,4-dichloro-5-fluoro-1H-indol-2-yl)methanone N[C@H]1CN(CC1)C(=O)C=1NC2=CC=C(C(=C2C1Cl)Cl)F